[Si](C)(C)(C(C)(C)C)OCC#CC1=CC(=C(OCCCC2=C(N=C(S2)N2CCCC3=C2N=NC(=C3C)Cl)C(=O)OC)C=C1)F methyl 5-[3-[4-[3-[tert-butyl(dimethyl)silyl]oxyprop-1-ynyl]-2-fluoro-phenoxy]propyl]-2-(3-chloro-4-methyl-6,7-dihydro-5H-pyrido[2,3-c]pyridazin-8-yl)thiazole-4-carboxylate